N1C(C2(C3=CC=CC=C13)CC2)=O Spiro[cyclopropane-1,3'-indolin]-2'-one